C(#N)C=1C=CC=2N(C(N=C(C2N1)N1C[C@H](N(C[C@@H]1C)C(C(=O)NCC#N)C1=CC=C(C=C1)C(F)(F)F)CC)=O)C 2-((2r,5s)-4-(6-cyano-1-methyl-2-oxo-1,2-dihydropyrido[3,2-d]pyrimidin-4-yl)-2-ethyl-5-methylpiperazin-1-yl)-N-(cyanomethyl)-2-(4-(trifluoromethyl)phenyl)acetamide